1,2,4,5-tetramethyl-benzenetetracarboxylic acid CC1(C(C(C(C(=C1)C)(C(=O)O)C)C(=O)O)(C(=O)O)C)C(=O)O